COCCCC(=O)NCC(=O)N1C2CC2(CC1C(=O)N)C 2-((4-methoxybutyryl)-glycinyl)-5-methyl-2-azabicyclo[3.1.0]hexane-3-carboxamide